5-(3-cyano-5-fluorophenoxy)-7,7-difluoro-8-hydroxybicyclo[4.2.0]octa-1,3,5-triene C(#N)C=1C=C(OC=2C=CC=C3C(C(C23)(F)F)O)C=C(C1)F